CN(C)C(O)C1=C(C(=CC(=C1)C(O)N(C)C)C(O)N(C)C)O 2,4,6-tris(dimethylaminomethylol)phenol